N1C=C(C2=CC=CC=C12)CC(CCCC)NC(=O)C1=CC2=C(S1)C=C(C=C2)N2CC1(C2)CN(C1)C N-(1-(1H-indol-3-yl)hexan-2-yl)-6-(6-methyl-2,6-diazaspiro[3.3]heptane-2-yl)benzo[b]thiophene-2-carboxamide